N-methyl-N-[2-propyl]acetamide CN(C(C)=O)C(C)C